benzyl (R)-2-((S)-3-hydroxypyrrolidine-1-carboxamido)-4-morpholino-4-oxobutanoate O[C@@H]1CN(CC1)C(=O)N[C@@H](C(=O)OCC1=CC=CC=C1)CC(=O)N1CCOCC1